3-(difluoromethoxy)pyrrolidine-1-sulfonamide FC(OC1CN(CC1)S(=O)(=O)N)F